tert-Butyl 8-[(2R)-3,3,3-trideuterio-2-methoxycarbonyl-propyl]-4-(trideuteriomethyl)chromane-4-carboxylate [2H]C([C@H](CC=1C=CC=C2C(CCOC12)(C(=O)OC(C)(C)C)C([2H])([2H])[2H])C(=O)OC)([2H])[2H]